C(=O)(O)C1=CC=C(C=C1)[Cu] (4-carboxyphenyl)copper